NC1=NC=CC(=C1)C1=CNC=2N=CN=C(C21)NCC2=NC(=CC=C2)C2CCNCC2 5-(2-Aminopyridin-4-yl)-N-((6-(piperidin-4-yl)pyridin-2-yl)methyl)-7H-pyrrolo[2,3-d]pyrimidin-4-amine